4-bromo-N-[2-(3-vinyl-4,4-difluoropiperidin-1-yl)-6-methylpyrimidin-4-yl]-2-fluorobenzamide BrC1=CC(=C(C(=O)NC2=NC(=NC(=C2)C)N2CC(C(CC2)(F)F)C=C)C=C1)F